COC1=C(CNC2=NC=3C=C(C(=CC3C=3N2N=C(N3)C3CCC(N(C3)C(=O)[O-])C)F)OC)C=CC(=C1)OC 5-(5-((2,4-dimethoxybenzyl)amino)-9-fluoro-8-methoxy-[1,2,4]triazolo[1,5-c]quinazolin-2-yl)-2-methylpiperidine-1-carboxylate